C1(C(C(C(C(C1OP(=O)(O)O)OP(=O)(O)O)OP(=O)(O)O)OP(=O)(O)O)OP(=O)(O)O)O myo-inositol pentakis(dihydrogen phosphate)